ClC1=CC=2C3=C(C(N(C2C(=C1C1=C(C=CC=C1O)F)F)C=1C(=NC=NC1C(C)C)C(C)C)=O)N(C([C@@H]1N3C[C@H](NC1)C)=O)C (2R,4aR)-11-chloro-8-(4,6-diisopropylpyrimidin-5-yl)-9-fluoro-10-(2-fluoro-6-hydroxyphenyl)-2,6-dimethyl-2,3,4,4a,6,8-hexahydro-1H-pyrazino[1',2':4,5]pyrazino[2,3-c]quinolin-5,7-dione